2-(4-bromo-3-(((tetrahydro-2H-pyran-2-yl)oxy)methyl)pyridin-2-yl)-7,7-dimethyl-3,4,7,8-tetrahydro-2H-cyclopenta[4,5]pyrrolo[1,2-a]pyrazin-1(6H)-one BrC1=C(C(=NC=C1)N1C(C=2N(CC1)C1=C(C2)CC(C1)(C)C)=O)COC1OCCCC1